methyl 2-(trans-4-hydroxycyclohexyl)benzoate O[C@@H]1CC[C@H](CC1)C1=C(C(=O)OC)C=CC=C1